(4-chloromethyl-7-coumarinyl) phosphate P(=O)(OC1=CC=C2C(=CC(OC2=C1)=O)CCl)([O-])[O-]